3-(((6-chloro-1,4-dihydroquinazolin-2-yl)thio)methyl)-6,6-dimethyl-5,6-dihydroimidazo[2,1-b]thiazole ClC=1C=C2CN=C(NC2=CC1)SCC=1N2C(SC1)=NC(C2)(C)C